6-chloro-N-(2,4-difluoro-3-(2-((1-(1-methoxypropan-2-yl)piperidin-4-yl)amino)quinazolin-6-yl)phenyl)-1-hydroxy-2,3-dihydro-1H-indene-4-sulfonamide ClC=1C=C(C=2CCC(C2C1)O)S(=O)(=O)NC1=C(C(=C(C=C1)F)C=1C=C2C=NC(=NC2=CC1)NC1CCN(CC1)C(COC)C)F